6-((2,6-dimethylpyrimidin-4-yl)amino)-1-(2-methyl-2H-indazol-6-yl)-1,2-dihydro-3H-pyrazolo[4,3-c]pyridin-3-one CC1=NC(=CC(=N1)NC1=CC2=C(C=N1)C(NN2C=2C=CC1=CN(N=C1C2)C)=O)C